O=C1NC(CCC1N1C(C2=CC=C(C=C2CC1=O)F)=O)=O 2-(2,6-dioxopiperidin-3-yl)-6-fluoro-1,3-dioxoisoquinoline